Cl.FC(CC1NCCC2=CC=C(C=C12)N(C=1C=NN(C1)C)C(C)C)F (2,2-difluoroethyl)-N-isopropyl-N-(1-methyl-1H-pyrazol-4-yl)-1,2,3,4-tetrahydroisoquinolin-7-amine hydrochloride